(2-((allyloxy)methyl)phenyl)azepane C(C=C)OCC1=C(C=CC=C1)N1CCCCCC1